ClC1=C(C=C(C=C1)N1C(CC[C@H]1C1=NC2=C(N1[C@H]1C[C@@H](CC1)O)C=CC(=C2)C=2C(=NOC2C)C)=O)F (S)-1-(4-chloro-3-fluorophenyl)-5-(5-(3,5-dimethylisoxazol-4-yl)-1-((1R,3R)-3-hydroxycyclopentyl)-1H-benzo[d]imidazol-2-yl)pyrrolidin-2-one